N1N=CC2=CC(=CC=C12)C#CC1=NC(=NC=C1)C1=NC(=NC=C1)NC[C@@H]1CC[C@@H](O1)CO ((2R,5S)-5-(((4-((1H-Indazol-5-yl)ethynyl)-[2,4'-bipyrimidin]-2'-yl)amino)methyl)tetrahydrofuran-2-yl)methanol